(R)-5-(2-(dimethylamino)ethoxy)-2-methyl-N-(1-(2-morpholinoquinoline-4-yl)ethyl)benzamide CN(CCOC=1C=CC(=C(C(=O)N[C@H](C)C2=CC(=NC3=CC=CC=C23)N2CCOCC2)C1)C)C